FC1(CCNCC1)[C@H](C)NC=1C=C(C=CC1C(F)(F)F)C1=NNC(O1)=O 5-[3-{[(1S)-1-(4-fluoropiperidin-4-yl)ethyl]amino}-4-(trifluoromethyl)phenyl]-1,3,4-oxadiazol-2(3H)-one